N,N-BIS(4-METHOXYBENZYL)-1-((R)-TETRAHYDROFURAN-2-YL)HEX-5-ENE-2-SULFONAMIDE COC1=CC=C(CN(S(=O)(=O)C(C[C@@H]2OCCC2)CCC=C)CC2=CC=C(C=C2)OC)C=C1